C(C)(C)(C)C=1C=C2C=C(NC2=CC1)C(=O)N[C@H](C(=O)N[C@@H](C[C@H]1C(NCC1)=O)C#N)CC(C)C 5-tert-butyl-N-[(2S)-1-({(1S)-1-cyano-2-[(3S)-2-oxopyrrolidin-3-yl]ethyl}amino)-4-methyl-1-oxopentan-2-yl]-1H-indole-2-carboxamide